C(C)NC=1C=NC=C(C1)C#CC1=C(C=CC=C1)NS(=O)(=O)C1=C(C(=C(C=C1)OC)C)C 3-(Ethylamino)-5-{2-[2-(4-methoxy-2,3-dimethylbenzensulfonamido)phenyl]-ethynyl}pyridin